C(C)(C)(C)[S@@](=O)N[C@@H]1C2=CC(=CC=C2CC12CCN(CC2)C2=NC=C(N=C2)N2CCCC1=NC=CC=C21)CC#C[N-]CC 3-((S)-1-(((R)-tert-butylsulfinyl)amino)-1'-(5-(3,4-dihydro-1,5-naphthyridin-1(2H)-yl)pyrazin-2-yl)-1,3-dihydrospiro[inden-2,4'-piperidin]-6-yl)-N-ethyl-propynylamide